2-(6-(Hydroxy(8-methyl-8-azabicyclo[3.2.1]octan-2-yl)methyl)-4-methylpyridazin-3-yl)-5-(trifluoromethyl)phenol OC(C1=CC(=C(N=N1)C1=C(C=C(C=C1)C(F)(F)F)O)C)C1C2CCC(CC1)N2C